(1S,4R)-1,2,3,4-tetrahydro-1,4-methylenebenzo[4,5]imidazo[1,2-a]pyridin-6-amine C1[C@@H]2CC[C@H]1C=1N2C=2C(N1)=C(C=CC2)N